6-cyclopropyl-N-[4-[(6,7-dimethoxy-1,5-naphthyridin-4-yl)oxy]-3-fluorophenyl]-5-(4-fluorophenyl)-1-methyl-4-oxopyridine-3-carboxamide C1(CC1)C1=C(C(C(=CN1C)C(=O)NC1=CC(=C(C=C1)OC1=CC=NC2=CC(=C(N=C12)OC)OC)F)=O)C1=CC=C(C=C1)F